hydroxyl-1,2-dimethyl-3-(4-methylbenzyl)imidazole OC=1N(C(N(C1)C)C)CC1=CC=C(C=C1)C